C1CCC2=C(C=3CCCC3C=C12)NC(=O)NS(=O)(=O)\C=C\CN1CCCCC1 (E)-N-((1,2,3,5,6,7-hexahydro-s-indacen-4-yl)carbamoyl)-3-(piperidin-1-yl)prop-1-ene-1-sulfonamide